4-(3-(2-(1H-Tetrazol-5-yl)propan-2-yl)phenyl)-2-(2,4-difluorophenyl)phthalazin-1(2H)-one N1N=NN=C1C(C)(C)C=1C=C(C=CC1)C1=NN(C(C2=CC=CC=C12)=O)C1=C(C=C(C=C1)F)F